NC1=C2C(=NC=N1)N(N=C2C2=CC=C(C=C2)NC(=O)NC2=CC(=NO2)C(C)(C)C)C(C)C 1-(4-(4-amino-1-isopropyl-1H-pyrazolo[3,4-d]pyrimidin-3-yl)phenyl)-3-(3-(tert-butyl)isoxazol-5-yl)urea